4-(5-(2-chloropyridin-3-yl)-7H-pyrrolo[2,3-d]pyrimidin-4-yl)morpholine ClC1=NC=CC=C1C1=CNC=2N=CN=C(C21)N2CCOCC2